ClC1=C(C=C(OCC(=O)NC23CC(C2)(C3)NC(=O)[C@@H]3OC2=C(C(C3)=O)C=C(C(=C2)F)F)C=C1)F (2R)-N-{3-[2-(4-chloro-3-fluorophenoxy)acetamido]bicyclo[1.1.1]pentan-1-yl}-6,7-difluoro-4-oxo-3,4-dihydro-2H-1-benzopyran-2-carboxamide